C(C)(C)N(C/C=C/C)C (E)-4-(isopropyl(methyl)amino)but-2-ene